2-benzyl-4,4,4-trifluoro-N-(8-fluoro-3-quinolyl)-2-methyl-butanamide C(C1=CC=CC=C1)C(C(=O)NC=1C=NC2=C(C=CC=C2C1)F)(CC(F)(F)F)C